N-tert-butoxycarbonyl-4-{2-[4-(2,3-dichlorophenyl)-piperazine-1-yl]-2-oxo-ethyl}-cyclohexylamine C(C)(C)(C)OC(=O)NC1CCC(CC1)CC(=O)N1CCN(CC1)C1=C(C(=CC=C1)Cl)Cl